chloro-5-(difluoro(2-(3-(6-fluoro-[1,2,4]triazolo[4,3-a]pyridin-7-yl)propyl)-2-azaspiro[3.3]heptan-6-yl)methyl)-2-methylphthalazin-1(2H)-one ClC1=NN(C(C2=CC=CC(=C12)C(C1CC2(CN(C2)CCCC2=CC=3N(C=C2F)C=NN3)C1)(F)F)=O)C